[C@]12(NC[C@@H](CC1)C2)CO ((1R,4S)-2-azabicyclo[2.2.1]hept-1-yl)methanol